2-(3,3-diethoxypropoxy)aniline C(C)OC(CCOC1=C(N)C=CC=C1)OCC